CC1=CC(=CC2=C1N=C(S2)NC(OC2=CC=CC=C2)=O)C phenyl (4,6-dimethylbenzo[d]thiazol-2-yl)carbamate